2-nonyldecane-1,10-diol C(CCCCCCCC)C(CO)CCCCCCCCO